ClC=1C=C(C=CC1)C(C(OC(=O)N[C@H](C(=O)O)CC1CCCCC1)C1=CC2=CC=CC=C2C=C1)(C)C (2S)-2-(((2-(3-chlorophenyl)-2-methyl-1-(naphthalen-2-yl)propoxy)carbonyl)amino)-3-cyclohexylpropanoic acid